COC1=C(C=C2C(=CC=NC2=C1)OC1=CC2=CC=CC(=C2C=C1)C(NC1=CC(=NO1)C)=O)C(=O)N 7-methoxy-4-((5-((3-methylisoxazol-5-yl)carbamoyl)naphthalen-2-yl)oxy)quinoline-6-carboxamide